2-(trifluoromethylsulfanyl)isoindoline-1,3-dione FC(F)(F)SN1C(C2=CC=CC=C2C1=O)=O